C(C)(C)(C)OC(=O)N1CCN(CC1)C(CC[C@@H](C(=O)OC(C)(C)C)NC(=O)OCC1C2=CC=CC=C2C=2C=CC=CC12)=O.OCC1CC2C3C(CC(C2C1)C3)CO 4,9-bishydroxymethyl-tricyclo[5.2.1.02,6]decane Tert-butyl-(S)-4-(4-((((9H-fluoren-9-yl)methoxy)carbonyl)amino)-5-(tert-butoxy)-5-oxopentanoyl)piperazine-1-carboxylate